C(#N)C1=CC=C(CNC(=O)C2=NN(C=3C(N(CCC32)CC3(CC3)S(NC3=NN(C=C3)C)(=O)=O)=O)C)C=C1 N-(4-Cyanobenzyl)-1-methyl-6-((1-(N-(1-methyl-1H-pyrazol-3-yl)sulfamoyl)cyclopropyl)methyl)-7-oxo-4,5,6,7-tetrahydro-1H-pyrazolo[3,4-c]pyridine-3-carboxamide